3-[4-[3-[4-[(3R,5R)-5-[(5-bromo-1-methyl-6-oxo-pyridazin-4-yl)amino]-1-(cyclopropylmethyl)-3-piperidyl]benzoyl]-3,9-diazaspiro[5.5]undecan-9-yl]phenyl]piperidine-2,6-dione BrC1=C(C=NN(C1=O)C)N[C@@H]1C[C@@H](CN(C1)CC1CC1)C1=CC=C(C(=O)N2CCC3(CC2)CCN(CC3)C3=CC=C(C=C3)C3C(NC(CC3)=O)=O)C=C1